[N].C(CCC)(=O)[O-].C(CCCCCCCCCCCCCCC)[N+]1=CC=CC=C1 cetylpyridinium butyrate nitrogen